NC1=NC=2C=C(C=CC2[C@@H]2[C@H]1C2)CC[C@@H]2[C@H]([C@H]([C@@H](C2)N2C=CC1=C2N=CN=C1N)O)O (1S,2R,3S,5R)-3-(2-((1aR,7bS)-2-amino-1a,7b-dihydro-1H-cyclopropa[c]quinolin-5-yl)-ethyl)-5-(4-amino-7H-pyrrolo[2,3-d]pyrimidin-7-yl)cyclopentane-1,2-diol